ClC=1C=CC=C2CCC(C12)C(=O)N1C[C@H](N(CC1)C=1C=CC(=NC1C(=O)N[C@H]1CN(CC1)C)C=1C(=NC=CC1)OCC)CC 5-[(2R)-4-(7-chloro-2,3-dihydro-1H-indene-1-carbonyl)-2-ethylpiperazin-1-yl]-2'-ethoxy-N-[(3R)-1-methylpyrrolidin-3-yl]-[2,3'-bipyridine]-6-carboxamide